NC1=NC2=CC=C(C=C2C=C1C)C(=O)N(CC1=NC=C(C=C1)C(F)(F)F)[C@H](COC)C1=NC=CC=C1 2-amino-N-((1S)-2-methoxy-1-(2-pyridinyl)ethyl)-3-methyl-N-((5-(trifluoromethyl)-2-pyridinyl)methyl)-6-quinolinecarboxamide